NC1=NC=CC=C1C1=NC=2C(=NC(=CC2)C2=CC=CC=C2)N1C1=CC=C(CN2C[C@H](N([C@@H](C2)C)C2=CC(=NC=N2)C#N)C)C=C1 6-((2R,6R)-4-(4-(2-(2-aminopyridin-3-yl)-5-phenyl-3H-imidazo[4,5-b]pyridin-3-yl)benzyl)-2,6-dimethylpiperazin-1-yl)pyrimidine-4-carbonitrile